1-[(5-carboxy-2-methylpyridyl)]-4,7-bis(2-methylpyridyl)-1,4,7-triazacyclononane C(=O)(O)C=1C=C(C(=NC1)C)N1CCN(CCN(CC1)C=1C(=NC=CC1)C)C=1C(=NC=CC1)C